3-(2-{[2-(5-fluoropyridin-3-yl)-5H,6H,7H,8H-pyrido[3,4-d]pyrimidin-4-yl]oxy}ethyl)-6-methoxy-1H-indole hydrochloride Cl.FC=1C=C(C=NC1)C=1N=C(C2=C(N1)CNCC2)OCCC2=CNC1=CC(=CC=C21)OC